(R)-N-(3-(diethylamino)propyl)-2-(4-(pyrrolidin-2-yl)phenyl)benzo[d]imidazo[2,1-b]thiazole C(C)N(CCCN1C(=CN2[C@@H]1SC1=C2C=CC=C1)C1=CC=C(C=C1)C1NCCC1)CC